2,5-DIOXO-3-PYRROLIDINEACETALDEHYDE O=C1NC(CC1CC=O)=O